C(C)(C)(C)OC(=O)NCC1=CC(=C(C=C1)NC(=O)C1=CC2=C(OCCC3=C2SC=C3)C=C1C=1C(=NC(=CC1)C(NCCC)=O)C(=O)OC)OC methyl 3-(9-((4-(((tert-butoxycarbonyl)amino)methyl)-2-methoxyphenyl)carbamoyl)-4,5-dihydrobenzo[b]thieno[2,3-d]oxepin-8-yl)-6-(propylcarbamoyl)picolinate